aminobenzylcarbamate NN(C([O-])=O)CC1=CC=CC=C1